[2-(4-fluorophenyl)-2-methylpropyl](6-methyl-(5,6,7,8-tetrahydropyridino[4,3-d]pyrimidin-2-yl))amine FC1=CC=C(C=C1)C(CNC=1N=CC2=C(N1)CCN(C2)C)(C)C